(R)-3-(difluoromethoxy)-1-(5-((3-(4-methyl-1-oxo-1,3-dihydroisobenzofuran-5-yl)piperazin-1-yl)methyl)pyridin-2-yl)-1H-pyrazole-4-carbonitrile FC(OC1=NN(C=C1C#N)C1=NC=C(C=C1)CN1C[C@H](NCC1)C=1C(=C2COC(C2=CC1)=O)C)F